C1N(CC12CCCC2)CCOCC2=CC=C(C=N2)C2=CC=1C3=C(N=NC1C=C2F)N(C(N3C(C)C)=O)C 8-(6-((2-(2-azaspiro[3.4]octan-2-yl)ethoxy)methyl)pyridin-3-yl)-7-fluoro-1-isopropyl-3-methyl-1,3-dihydro-2H-imidazo[4,5-c]cinnolin-2-one